C[S+](CC[C@@H](C(=O)[O-])N)C[C@@H]1[C@H]([C@H]([C@@H](O1)N2C=NC3=C(N=CN=C32)N)O)O The molecule is a sulfonium betaine that is a conjugate base of S-adenosyl-L-methionine obtained by the deprotonation of the carboxy group. It has a role as a human metabolite. It derives from a L-methioninate. It is a conjugate base of a S-adenosyl-L-methionine.